(S)-4-(1-(2-isopropylphenyl)-2-oxo-1,2,5,6,7,8-hexahydropyrido[3,4-d]pyrimidin-4-yl)-3-methylpiperazine-1-carboxylic acid tert-butyl ester C(C)(C)(C)OC(=O)N1C[C@@H](N(CC1)C=1C2=C(N(C(N1)=O)C1=C(C=CC=C1)C(C)C)CNCC2)C